(6,7-Dihydro-5H-pyrrolo[2,3-d]pyrimidin-4-yl)methyl[3-(propan-1-sulfonyl)-3-azaspiro[5.5]undec-9-yl]amin N1=CN=C(C2=C1NCC2)N(C2CCC1(CCN(CC1)S(=O)(=O)CCC)CC2)C